CC1(CCN(C2=CC=C(C=C12)C#CC1=CC=C(C=C1)/C=C/C(=O)O)C(C)C)C (2E)-3-(4-2-[4,4-dimethyl-1-(prop-2-yl)-1,2,3,4-tetrahydroquinolin-6-yl]ethynylphenyl)prop-2-enoic acid